(E)-3-(6-chloro-1H-indol-3-yl)-1-(2,6-dimethoxypyridin-4-yl)-2-methylpropan-2-en-1-one ClC1=CC=C2C(=CNC2=C1)/C=C(/C(=O)C1=CC(=NC(=C1)OC)OC)\C